(S)-1-(2-ethoxy-5-fluoropyridin-4-yl)-3-(3-hydroxy-3-methylbutan-2-yl)-N-(3-methyl-1,1-dioxothietan-3-yl)-2-oxo-2,3-dihydro-1H-benzo[d]imidazole-5-carboxamide C(C)OC1=NC=C(C(=C1)N1C(N(C2=C1C=CC(=C2)C(=O)NC2(CS(C2)(=O)=O)C)[C@@H](C)C(C)(C)O)=O)F